Dimethyl 2-prop-2-ynyl-2-(2,2,3,3-tetradeuteriopropyl)propanedioate C(C#C)C(C(=O)OC)(C(=O)OC)CC(C([2H])[2H])([2H])[2H]